5-(3-(1H-pyrazol-3-yl)phenoxy)-4-methyl-1-tosyl-1H-indole N1N=C(C=C1)C=1C=C(OC=2C(=C3C=CN(C3=CC2)S(=O)(=O)C2=CC=C(C)C=C2)C)C=CC1